3-(4-cyclopropyl-3-methylphenyl)-N-methylcyclobutan-1-amine, trifluoroacetate salt FC(C(=O)O)(F)F.C1(CC1)C1=C(C=C(C=C1)C1CC(C1)NC)C